C(C)N1C=2N(CC1)C(=C(N2)C2=NC(=CC=C2)C)C=2C=CC(=C(N)C2)F 5-(1-Ethyl-6-(6-methylpyridin-2-yl)-2,3-dihydro-1H-imidazo[1,2-a]imidazol-5-yl)-2-fluoroaniline